C(#N)C=1C=C(C=CC1C#N)NC(N(CC1=NNC(=C1)C(F)(F)F)C=1C=NC(=NC1)OC)=O (3,4-Dicyanophenyl)-1-(2-methoxypyrimidin-5-yl)-1-((5-(trifluoromethyl)-1H-pyrazol-3-yl)methyl)urea